C(N)(=O)C=1C=C(C=CC1)C(C)(C)NC(=O)C1=NN(C2=CC=CC=C12)CC1CCOCC1 N-[2-(3-carbamoylphenyl)propan-2-yl]-1-(Oxacyclohex-4-ylmethyl)-1H-indazole-3-carboxamide